C1(=CC=CC=C1)C1(CC1)NC=1C2=C(N=CN1)NC(=C2)C(F)(F)F N-(1-PHENYLCYCLOPROPYL)-6-(TRIFLUOROMETHYL)-7H-PYRROLO[2,3-D]PYRIMIDIN-4-AMINE